CC(C(=O)OCCCC)CSC(C)C1=CC=CC=C1 Butyl 2-methyl-3-((1-phenylethyl)thio)propanoate